C(CCCCCCC\C=C/CCCCCCCC)(=O)N[C@@H](CC(=O)[O-])C(=O)[O-] oleoylaspartate